(S)-3-((3,5-dimethylbenzyl)amino)-N-((6-methyl-1H-pyrrolo[3,2-c]pyridin-2-yl)methyl)-4-oxo-4,6,7,8-tetrahydropyrrolo[1,2-a]pyrimidine-6-carboxamide CC=1C=C(CNC2=CN=C3N(C2=O)[C@@H](CC3)C(=O)NCC3=CC=2C=NC(=CC2N3)C)C=C(C1)C